FC1=C(C(=CC(=C1)C1=NC(=CC(=N1)OCC(C)C)C)F)N1CCCC1 1-[2,6-difluoro-4-(4-isobutoxy-6-methyl-pyrimidin-2-yl)-phenyl]-pyrrolidine